2-[[4-[5-cycloprop-yl-4-methyl-2-(2H-tetrazol-5-yl)phenyl]piperazin-1-yl]-methyl]-1,3-benzo-thiazole C1(CC1)C=1C(=CC(=C(C1)N1CCN(CC1)CC=1SC2=C(N1)C=CC=C2)C=2N=NNN2)C